3-bromo-8-chloro-6,11-dihydro-5H-benzo[5,6]cyclohepta[1,2-b]pyridine BrC=1C=C2C(=NC1)CC1=C(CC2)C=C(C=C1)Cl